Cl.C(C1=CC=CC=C1)N1CC=2C(CC1)=NN(C2O)C2=CC=C(C=C2)Br 5-benzyl-2-(4-bromophenyl)-4,5,6,7-tetrahydro-2H-pyrazolo[4,3-c]pyridin-3-ol hydrochloride